N-(4-hexylphenyl)-3-oxo-3-phenylpropionamide C(CCCCC)C1=CC=C(C=C1)NC(CC(C1=CC=CC=C1)=O)=O